(3-hydroxyphenyl)-4,5-diphenylimidazole OC=1C=C(C=CC1)C=1NC(=C(N1)C1=CC=CC=C1)C1=CC=CC=C1